NCCN(CC#N)CCN1C(NCC1)=O 2-((2-aminoethyl)(2-(2-oxoimidazolidin-1-yl)ethyl)amino)acetonitrile